C(C)OC(C1C(CC2(CCC2)CC1)(O)C12CC(C1)(C2)C(F)F)OCC 7-(diethoxymethyl)-6-(3-(difluoromethyl)bicyclo[1.1.1]Pentan-1-yl)spiro[3.5]Nonane-6-ol